C1(CC1)CN1CCC(CC1)/C=C/C(=O)N1C(C=CCC1)=O (E)-1-(3-(1-(cyclopropylmethyl)piperidin-4-yl)acryloyl)-5,6-dihydropyridin-2(1H)-one